COC=1C=C(C(=O)O)C=C(C1OC)O 3,4-dimethoxy-5-hydroxybenzoic acid